N-(1-cyclohexyl-1H-pyrazolo[3,4-d]pyrimidin-6-yl)-6-methoxy-2-methyl-1,2,3,4-tetrahydroisoquinolin-7-amine trifluoroacetate FC(C(=O)O)(F)F.C1(CCCCC1)N1N=CC=2C1=NC(=NC2)NC2=C(C=C1CCN(CC1=C2)C)OC